FC=1C=C2C=CC=NC2=C(C1)C=1C(=NC=C(N1)N1CCN(CC1)S(=O)(=O)C)C(=O)N (6-fluoroquinolin-8-yl)-5-(4-(methylsulfonyl)piperazin-1-yl)pyrazine-2-carboxamide